4H-3,1-Benzoxathiin S1COCC2=C1C=CC=C2